C(CC)P([O-])([O-])=O propylphosphonate